3-(4-(ethyl(2-(4-((6-hydroxy-2-(4-(methylsulfonyl)phenyl)naphthalen-1-yl)oxy)phenoxy)ethyl)amino)n-butoxy)benzoic acid C(C)N(CCCCOC=1C=C(C(=O)O)C=CC1)CCOC1=CC=C(C=C1)OC1=C(C=CC2=CC(=CC=C12)O)C1=CC=C(C=C1)S(=O)(=O)C